acryloylaminopropyl-N,N-diethyl-N-methylammonium C(C=C)(=O)NCCC[N+](C)(CC)CC